(S)-6-fluoro-3-((3-fluorobenzyl)amino)-5-(1-(tetrahydro-2H-pyran-4-yl)ethyl)-4H-benzo[e][1,2,4]thiadiazine 1,1-dioxide FC=1C=CC2=C(NC(=NS2(=O)=O)NCC2=CC(=CC=C2)F)C1[C@@H](C)C1CCOCC1